C(C)SCC diethyl sulfide